O1COC2=C1C=CC(=C2)C(C(C)C(C(=O)NC)CCCC)=O (1-(benzo[d][1,3]dioxol-5-yl)-1-oxopropan-2-yl)-N-methylhexanamide